OCCOCCCC(=O)OC methyl 4-(2-hydroxyethoxy)butanoate